Cl.NC1CC(C1)OC=1C=CC(=C(C#N)C1)Br 5-((1r,3r)-3-aminocyclobutoxy)-2-bromobenzonitrile hydrochloride